3-(4-(3-(aminomethyl)phenyl)piperidine-1-carbonyl)-6,7-dihydroxy-2H-chromen-2-one NCC=1C=C(C=CC1)C1CCN(CC1)C(=O)C=1C(OC2=CC(=C(C=C2C1)O)O)=O